ClC1=CC=C(C=N1)CNC (6-chloro-3-picolyl)methylamine